4-(methoxymethyl)-2-methyloxazole-5-carboxylic acid COCC=1N=C(OC1C(=O)O)C